(2R,4S)-1-(1,3-benzodioxol-4-ylmethyl)-4-fluoro-N-[4-(4,4,5,5-tetramethyl-1,3,2-dioxaborolan-2-yl)phenyl]pyrrolidine-2-carboxamide O1COC2=C1C=CC=C2CN2[C@H](C[C@@H](C2)F)C(=O)NC2=CC=C(C=C2)B2OC(C(O2)(C)C)(C)C